ClC1=C(C=CC=C1)C=1OC2=C(C(C1)=O)C(=CC(=C2[C@@H]2[C@@H](CN(CC2)C)O)OC(N(CC2NCCC2)CC)=O)O Ethyl-[(pyrrolidin-2-yl)methyl]carbamic acid 2-(2-chlorophenyl)-5-hydroxy-8-[(3s,4r)-3-hydroxy-1-methylpiperidin-4-yl]-4-oxo-4H-1-benzopyran-7-yl ester